ClC1=C(C=CC=C1)C1=NCC2=NN=C(N2C=2SC=3C[C@H](CC3C12)C(=O)N(CCC)CCC)C (13S)-9-(2-chlorophenyl)-3-methyl-N,N-dipropyl-16-thia-2,4,5,8-tetraazatetracyclo[8.6.0.02,6.011,15]hexadecane-1(10),3,5,8,11(15)-pentaene-13-carboxamide